[Na+].C(CCCCCCCCCCCCC)C(C(C(=O)[O-])S(=O)(=O)O)(C(=O)[O-])CCCCCCCCCCCCCC.C(C)(C)(C)P(C1=C(C=CC=C1)C1=CC=CC=C1)C(C)(C)C.[Na+] 2-(Di-Tert-Butylphosphino)Biphenyl Ditetradecyl-sulfosuccinate sodium salt